N1C=CC=2C1=NC=CC2C2CN(C2)[C@@H]2[C@H](CCCC2)OC=2C=C1CN(C(C1=CC2)=O)C2C(NC(CC2)=O)=O 3-(5-(((1S,2S)-2-(3-(1H-pyrrolo[2,3-b]pyridin-4-yl)azetidin-1-yl)cyclohexyl)oxy)-1-oxoisoindolin-2-yl)piperidine-2,6-dione